CS(=O)(=O)OCC(C)OC=1C=NC2=CC=C(C=C2C1)Br 2-((6-Bromoquinolin-3-yl)oxy)propyl methanesulfonate